2-propyl-4-(1-hydroxy-1-methylethyl)imidazole-5-carboxylic acid ethyl ester C(C)OC(=O)C1=C(N=C(N1)CCC)C(C)(C)O